benzyl N-(3-oxocycloheptyl)carbamate O=C1CC(CCCC1)NC(OCC1=CC=CC=C1)=O